O1CC(C1)C1N(C(=CN1C(C)(C)C)C(=O)N)CCCCC (3-oxetanyl)-3-tert-butyl-1-N-pentyl-1H-imidazole-5-carboxamide